2-((5S,7R)-7-(4-chlorophenyl)-2-methyl-3-oxo-9-(trifluoromethyl)-2,3,5,7-tetrahydrobenzo[5,6]oxepino[4,3-c]pyridin-5-yl)-N-ethylacetamide ClC1=CC=C(C=C1)[C@@H]1C2=C(C3=CN(C(C=C3[C@@H](O1)CC(=O)NCC)=O)C)C=CC(=C2)C(F)(F)F